C(#N)C1(CN(C1)C(=O)OC(C)(C)C)CC1=C(C=CC=C1)I tert-butyl 3-cyano-3-[(2-iodophenyl)methyl]azetidine-1-carboxylate